C(C)OC1=CC=CC(=N1)C1=NC=2C(=NC(=CN2)CS(=O)(=O)N)N1C1=C(C=CC=C1C(F)(F)F)OC (2-(6-ethoxypyridin-2-yl)-1-(2-methoxy-6-(trifluoromethyl)phenyl)-1H-imidazo[4,5-b]pyrazin-6-yl)methanesulfonamide